C(#N)C1=NN(C=C1C1=CN=C2N1C=CN=C2NC2=CC(=C(C(=O)NCCOCCNC(OC(C)(C)C)=O)C=C2)CC)CC#N tert-butyl N-[2-[2-[[4-[[3-[3-cyano-1-(cyanomethyl)pyrazol-4-yl]imidazo[1,2-a]pyrazin-8-yl]amino]-2-ethyl-benzoyl]amino]ethoxy]ethyl]carbamate